OC=1C=C(C=C(C1)OC)CC(=O)O 3-hydroxy-5-methoxybenzeneacetic acid